4-chloro-5,7-difluoroindoline-2,3-dione ClC1=C2C(C(NC2=C(C=C1F)F)=O)=O